COC(C1=CC(=C(C(=C1)C1=CC2=C(NC(=N2)C)C=C1)C(C)O)F)=O 3-fluoro-4-(1-hydroxyethyl)-5-(2-methyl-1H-benzimidazol-5-yl)benzoic acid methyl ester